spiro[9H-fluorene-9,9'-[9H]thioxanthene] C1=CC=CC=2SC3=CC=CC=C3C3(C12)C1=CC=CC=C1C=1C=CC=CC13